2,3'-thiobis(4-methyl-6-tert-butylphenol) S(C=1C=C(C(=CC1C)C(C)(C)C)O)C1=C(C(=CC(=C1)C)C(C)(C)C)O